C1(C=CC(N1CCCCCCN1C(C=CC1=O)=O)=O)=O 1,6-bismaleimido-hexane